(2R)-4-[4-fluoro-3-iodo-4-(trifluoromethyl)phenyl]-2-methylmorpholine FC1(C(C=C(C=C1)N1C[C@H](OCC1)C)I)C(F)(F)F